S1N=NC2=C1C=C(C=C2)CO benzo[d][1,2,3]thiadiazol-6-ylmethanol